NC1=C(C#N)C(=CC=N1)CC=1C=CC2=C(NC(O[C@@]2(C(C)(F)F)C#CC2CC2)=O)C1 (S)-2-amino-4-((4-(cyclopropylethynyl)-4-(1,1-difluoroethyl)-2-oxo-1,4-dihydro-2H-benzo[d][1,3]oxazin-7-yl)methyl)nicotinonitrile